C1(=CC=CC=C1)OC(=O)N1CC2=CC(=C(C=C2CC1)C=1N(C(=C(C1)C(N(C1=CC=CC=C1)C)=O)C)C)C(=O)N1CC2=CC=CC=C2C[C@H]1C 6-{1,5-dimethyl-4-[methyl-(phenyl)carbamoyl]-1H-pyrrol-2-yl}-7-[(3R)-3-methyl-1,2,3,4-tetrahydroisoquinoline-2-carbonyl]-1,2,3,4-tetrahydroisoquinoline-2-carboxylic acid phenyl ester